C(C)(C)(C)OC(=O)N1C[C@H](N(CC1)C=1C2=C(N=CN1)N(C=C2C2CC2)S(=O)(=O)CC2=CC=CC=C2)C (R)-4-(5-cyclopropyl-7-toluenesulfonyl-7H-pyrrolo[2,3-d]pyrimidin-4-yl)-3-methylpiperazine-1-carboxylic acid tert-butyl ester